1-(1H-benzo[d]imidazole-6-yl)ethan-1-one N1C=NC2=C1C=C(C=C2)C(C)=O